triphenylsulfonium 4-(2-hydroxyethyl)benzenesulfonate OCCC1=CC=C(C=C1)S(=O)(=O)[O-].C1(=CC=CC=C1)[S+](C1=CC=CC=C1)C1=CC=CC=C1